azobis(t-butyl 2-cyanoacrylate) N(=NC(=C(C(=O)[O-])C#N)C(C)(C)C)C(=C(C(=O)[O-])C#N)C(C)(C)C